OC[C@H]1NC([C@H](SCC1)C1=CC=C(C=C1)OC1=CC=CC=C1)=O (2R,5S)-5-(Hydroxymethyl)-2-(4-phenoxyphenyl)-1,4-thiazepan-3-one